ClC1=C(C=CC=C1)C1CC(C(C(C1)=O)=CNCCN(C)C)=O 5-(2-chlorophenyl)-2-(((2-(dimethylamino)ethyl)amino)methylene)cyclohexane-1,3-dione